trimethylolphosphonic acid C(O)OP(OCO)(=O)CO